N5-(1-Iminoethyl)-L-ornithine, dihydrochloride Cl.Cl.N=C(C)NCCC[C@H](N)C(=O)O